3-benzyl-1-(1-(4-fluorophenyl)-6-methyl-1H-indazol-5-yl)-2,4-dioxo-3-azabicyclo[3.1.0]hexane-6-carboxylic acid ethyl ester C(C)OC(=O)C1C2C(N(C(C12C=1C=C2C=NN(C2=CC1C)C1=CC=C(C=C1)F)=O)CC1=CC=CC=C1)=O